C(C)(C)(C)OC(=O)N1CC=2N(CC1)N=C(C2)C2=NC(=CC=C2)C 2-(6-methylpyridin-2-yl)-6,7-dihydropyrazolo[1,5-a]Pyrazine-5(4H)-carboxylic acid tert-butyl ester